CC(CC(=O)OCC(NCC1=CC(=C(C=C1)OC)OC)=O)(C)C (3,4-dimethoxybenzyl-carbamoyl)methyl 3,3-dimethylbutanoate